NC(C(=O)N)(C)C1=CC(=NC(=C1)OC1[C@@H]2CN(C[C@H]12)C(=O)C1=CC(=NN1C)C=1N=CSC1)C1=CC=C(C=C1)F amino-2-(2-(4-fluorophenyl)-6-(((1R,5S,6s)-3-(1-methyl-3-(thiazol-4-yl)-1H-pyrazole-5-carbonyl)-3-azabicyclo[3.1.0]hexan-6-yl)oxy)pyridin-4-yl)propanamide